ClC=1C(=CC2=CN(N=C2C1)C)NC1=NC(N(C(N1CC1=C(C=C(C(=C1)F)F)F)=O)C=1C=NC=CC1)=O 6-((6-chloro-2-methyl-2H-indazol-5-yl)amino)-3-(pyridin-3-yl)-1-(2,4,5-trifluorobenzyl)-1,3,5-triazine-2,4(1H,3H)-dione